(S)-3-fluoro-5-(1-(4-(3-fluoro-6-(1-methyl-1H-1,2,4-triazol-3-yl)pyridin-2-yl)piperazine-1-carbonyl)-4,5-dihydro-1H-pyrazol-5-yl)benzonitrile FC=1C=C(C#N)C=C(C1)[C@@H]1CC=NN1C(=O)N1CCN(CC1)C1=NC(=CC=C1F)C1=NN(C=N1)C